N-(4-{4-amino-5-bromo-7H-cyclopenta[d]pyrimidin-6-yl}phenyl)-2-methylpropan-2-enamide NC=1C2=C(N=CN1)CC(=C2Br)C2=CC=C(C=C2)NC(C(=C)C)=O